((2S,6R)-2,6-dimethylpiperazin-1,4-diyl)bis((2-fluoro-4-methoxyphenyl)methanone) C[C@@H]1N([C@@H](CN(C1)C(=O)C1=C(C=C(C=C1)OC)F)C)C(=O)C1=C(C=C(C=C1)OC)F